FC1=C(C=CC(=C1)SC)NC=1N(C(C(=C2CCNC(C12)=O)I)=O)C 8-((2-fluoro-4-(methylthio)phenyl)amino)-5-iodo-7-methyl-3,4-dihydro-2,7-naphthyridine-1,6(2H,7H)-dione